O1C2=C(OCC1CN1CCN(CC1)C1=C(C#N)C=CC=C1)C=CC=C2 2-(4-((2,3-dihydrobenzo[b][1,4]dioxin-2-yl)methyl)piperazin-1-yl)benzonitrile